FC1=CC=C(C=C1)C1CN2CCCC2=C(C1=O)C(=O)N 6-(4-fluorophenyl)-7-oxo-2,3,5,6-tetrahydro-1H-indolizine-8-carboxamide